3-[2-[4-chloro-2-(trifluoromethyl)phenyl]-3-oxo-5,6,8,8a-tetrahydro-1H-imidazo[1,5-a]pyrazin-7-yl]-6-(2-ethoxypyridin-3-yl)pyridine-2-carboxamide ClC1=CC(=C(C=C1)N1C(N2C(CN(CC2)C=2C(=NC(=CC2)C=2C(=NC=CC2)OCC)C(=O)N)C1)=O)C(F)(F)F